2-fluoro-6-(1-(tetrahydro-2H-pyran-4-yl)-1H-pyrazol-4-yl)pyrazolo[1,5-a]pyridine-3-carbonitrile FC1=NN2C(C=CC(=C2)C=2C=NN(C2)C2CCOCC2)=C1C#N